2-(6-(((1S,2R,3R,5R)-2-fluoro-1,5,9-trimethyl-9-azabicyclo[3.3.1]nonan-3-yl)(methyl)amino)pyridazin-3-yl)-5-(1H-imidazol-1-yl)phenol F[C@H]1[C@@]2(CCC[C@](C[C@H]1N(C1=CC=C(N=N1)C1=C(C=C(C=C1)N1C=NC=C1)O)C)(N2C)C)C